F[Si](CCCC#N)(CCCC)CCCC 4-[fluoro(di-n-butyl)silyl]butanenitrile